FC1(CCN(CC1)C(=O)C=1C=C2C(=NC1)N(C=C2)C2=CC=CC(=N2)C(=O)NCC)F 6-(5-(4,4-difluoropiperidine-1-carbonyl)-1H-pyrrolo[2,3-b]pyridin-1-yl)-N-ethylpicolinamide